C1(=CC(=CC=C1)C(C)(C)C1=CC=C(C=C1)C=1C(=O)NC(C1)=O)C(C)(C)C1=CC=C(C=C1)C=1C(=O)NC(C1)=O N'-(1,3-phenylene-bis-(2,2-propylene)-bis-p-phenylene)bismaleimide